1-bromo-2-methyl-3-(methyl-d3)benzene BrC1=C(C(=CC=C1)C([2H])([2H])[2H])C